C(C)C1(C(NC(C1)CCN1CCN(CC1)C1=CC=C(C=C1)C)=O)CC 3,3-diethyl-5-(2-(4-(p-tolyl)piperazin-1-yl)ethyl)pyrrolidin-2-one